C[C@H]1CN(CCN1CC=1N=NC=CC1)C1=CC=CC=C1C#N 6-((3S)-3-methyl-4-((pyridazin-3-yl)methyl)piperazin-1-yl)benzonitrile